[6-[5-[(1R)-1-(3,5-dichloro-4-pyridinyl)ethoxy]-1-tetrahydropyran-2-yl-indazol-3-yl]pyridazin-3-yl]-3-[(2-methylpyrazol-3-yl)methyl]azetidin-3-amine ClC=1C=NC=C(C1[C@@H](C)OC=1C=C2C(=NN(C2=CC1)C1OCCCC1)C1=CC=C(N=N1)N1CC(C1)(N)CC=1N(N=CC1)C)Cl